N-((1-(2,6-difluorobenzyl)cyclobutyl)methyl)-6-oxo-1,6-dihydropyrazine-2-carboxamide FC1=C(CC2(CCC2)CNC(=O)C=2NC(C=NC2)=O)C(=CC=C1)F